octane-1,8-diamine iodide [I-].C(CCCCCCCN)N